N1N=C(C=C1)O[C@@H]1CN(CC1)CC(=O)NC=1C=CC=C2C(=CNC12)C1=NC(=NC=C1C)NC1=NN(C(=C1)C)C (S)-2-(3-((1H-pyrazol-3-yl)oxy)pyrrolidin-1-yl)-N-(3-(2-((1,5-dimethyl-1H-pyrazol-3-yl)amino)-5-methylpyrimidin-4-yl)-1H-indol-7-yl)acetamide